P(=O)(OC1=C(C=CC=C1)C)(OC1=C(C=CC=C1)C)OC1=C(C=CC=C1)C triortho-tolyl phosphate